{3-[4-(dimethylsulfamoyl)phenyl]-5-hydroxy-4-methyl-1H-pyrazol-1-yl}acetic acid tert-butyl ester C(C)(C)(C)OC(CN1N=C(C(=C1O)C)C1=CC=C(C=C1)S(N(C)C)(=O)=O)=O